4-(((5-methyl-1-propyl-1H-imidazol-4-yl)methyl)sulfinyl)aniline CC1=C(N=CN1CCC)CS(=O)C1=CC=C(N)C=C1